tetramethylammonium ammonium aminoxid N[O-].[NH4+].C[N+](C)(C)C.N[O-]